[K+].C(C(O)C(O)C(=O)[O-])(=O)[O-].[K+] tartaric acid potassium salt